BrC1=C(C=C(C=C1)[N+](=O)[O-])S(=O)(=O)Cl 2-bromo-5-nitro-benzenesulfonyl chloride